chloro-N-(2-(6-(difluoromethyl)pyridin-3-yl)pyrimidin-4-yl)-7-fluoro-N-methyl-[1,2,4]triazolo[4,3-a]quinazolin-5-amine ClC1=NN=C2N1C1=CC=C(C=C1C(=N2)N(C)C2=NC(=NC=C2)C=2C=NC(=CC2)C(F)F)F